Br.BrCCN(C)C 2-bromo-N,N-dimethylethylamine hydrobromide